5-n-butyl-6-ethyl-2-thiouracil C(CCC)C=1C(NC(NC1CC)=S)=O